P(=O)(OCCC(=O)O)(OCCC(=O)O)OCCC(=O)O tri(2-carboxyethyl) phosphate